5-(2,3-difluoro-4-methoxy-phenyl)-N-[4-[2-[[(2R,4R)-4-hydroxy-4-methyl-pyrrolidine-2-carbonyl]amino]ethylcarbamoyl]-3-methylphenyl]-1-methylimidazole-2-carboxamide FC1=C(C=CC(=C1F)OC)C1=CN=C(N1C)C(=O)NC1=CC(=C(C=C1)C(NCCNC(=O)[C@@H]1NC[C@](C1)(C)O)=O)C